diethyl-[(dimethylsiloxy)dimethyl-siloxy]silane C(C)[SiH](O[Si](C)(C)O[SiH](C)C)CC